(S)-2-((((R)-2-(3-chlorophenyl)-2,2-difluoro-1-phenylethoxy)carbonyl)amino)-3-cyclohexylpropanoic acid ClC=1C=C(C=CC1)C([C@H](OC(=O)N[C@H](C(=O)O)CC1CCCCC1)C1=CC=CC=C1)(F)F